(E)-N'-(3,5-dimethylbenzylidene)-6-(4-isobutoxyphenyl)pyrazine-2-carbohydrazide CC=1C=C(\C=N\NC(=O)C2=NC(=CN=C2)C2=CC=C(C=C2)OCC(C)C)C=C(C1)C